(2R,3S)-3-((5-fluoro-2-(2-methoxy-7-methylquinoxalin-5-yl)benzo[d]thiazol-6-yl)oxy)butan-2-yl (2-(((R)-1-hydroxypropan-2-yl)oxy)pyrimidin-5-yl)carbamate OC[C@@H](C)OC1=NC=C(C=N1)NC(O[C@H](C)[C@H](C)OC1=CC2=C(N=C(S2)C2=C3N=CC(=NC3=CC(=C2)C)OC)C=C1F)=O